ClC=1C=C2CCCC3(C2=CC1)CN(C1=C(OC3)C=CC(=C1)C(=O)OC)C[C@H]1[C@@H](CC1)[C@@H]1OCC[C@@H](C1)O METHYL 6'-CHLORO-5-(((1R,2R)-2-((2R,4S)-4-HYDROXYTETRAHYDRO-2H-PYRAN-2-YL)CYCLOBUTYL)METHYL)-3',4,4',5-TETRAHYDRO-2H,2'H-SPIRO[BENZO[B][1,4]OXAZEPINE-3,1'-NAPHTHALENE]-7-CARBOXYLATE